NC1CCC(CC1)NC1=NC2=CC=C(C=C2C=N1)C=1C(=NC(=NC1)NS(=O)(=O)C1=C(C=CC=C1)Cl)C N-(5-(2-(((1r,4r)-4-aminocyclohexyl)amino)quinazolin-6-yl)-4-methylpyrimidin-2-yl)-2-chlorobenzenesulfonamide